Cl.FC(C=1C=CC=C(N)C1)(F)F 5-(trifluoromethyl)aniline hydrochloride